O=C1NC(CCC1N1C(C2=CC=C(C(=C2C1)F)C1C(CN(CC1)C(=O)OC(C)(C)C)O)=O)=O tert-butyl 4-[2-(2,6-dioxo-3-piperidyl)-4-fluoro-1-oxo-isoindolin-5-yl]-3-hydroxy-piperidine-1-carboxylate